tert-Butyl-3-((7-cyano-1H-indol-4-yl)amino)azetidine-1-carboxylate C(C)(C)(C)OC(=O)N1CC(C1)NC1=C2C=CNC2=C(C=C1)C#N